CC1N(CC(CC1C(=O)OC(C1=CC=2C(=CN=C(C2)NC2=C(C=C(C=C2)N2CCN(CC2)CC)[N+](=O)[O-])O1)C1=C(C(=CC(=C1F)OC)OC)F)C1=CC=CC=C1)S(=O)(=O)N1CCOCC1 (2,6-difluoro-3,5-dimethoxyphenyl)(5-((4-(4-ethylpiperazin-1-yl)-2-nitrophenyl)amino)furo[2,3-c]pyridin-2-yl)methanol Methyl-1-(morpholinosulfonyl)-5-phenylpiperidine-3-carboxylate